(±)-1-fluoro-N-(3-methoxy-4-(oxazol-5-yl)phenyl)-6,7,8,9-tetrahydro-5H-5,8-epiminocyclohepta[c]pyridine-10-carboxamide FC1=NC=CC2=C1CC1CCC2N1C(=O)NC1=CC(=C(C=C1)C1=CN=CO1)OC